C(C)(C)OC1=CN=CC(=N1)NC1=C(N=NN1C)C1=CC=C(C=C1)NC(=O)C1C(CCCC1)C(=O)O 2-((4-(5-((6-isopropoxypyrazin-2-yl)amino)-1-methyl-1H-1,2,3-triazol-4-yl)phenyl)carbamoyl)cyclohexane-1-carboxylic acid